ethyl (6-iodo-3-(3-methoxy-4-((6-methoxypyridin-3-yl)methoxy)benzyl)-3H-imidazo[4,5-b]pyridin-2-yl)carbamate IC=1C=C2C(=NC1)N(C(=N2)NC(OCC)=O)CC2=CC(=C(C=C2)OCC=2C=NC(=CC2)OC)OC